C[Si]1(CCC(CC1)NC(=O)C1C[C@H]2CC[C@@H](C1)N2C(=O)C2=NNC(=C2)C2=CC(=NC=C2F)OC)C (1R,3s,5S)-N-(1,1-dimethylsilinan-4-yl)-8-(5-(5-fluoro-2-methoxypyridin-4-yl)-1H-pyrazole-3-carbonyl)-8-azabicyclo[3.2.1]octane-3-carboxamide